3,5-difluorophenoxyacetic acid FC=1C=C(OCC(=O)O)C=C(C1)F